4-sulfamoylthiophene-2-sulfonyl chloride S(N)(=O)(=O)C=1C=C(SC1)S(=O)(=O)Cl